CN1CCC(CC1)NC(=O)C=1C=NN2C1C=C(C=C2)C2=CNC1=NC=C(C=C12)C1=CC=CC=C1 N-(1-methylpiperidin-4-yl)-5-(5-phenyl-1H-pyrrolo[2,3-b]pyridin-3-yl)pyrazolo[1,5-a]pyridine-3-carboxamide